5-(4-Chloro-phenyl)-2,3-dihydro-benzo[1,4]dioxine ClC1=CC=C(C=C1)C1=CC=CC=2OCCOC21